CN1CCN(CC1)C1=CC=C2CC3(CCN(CC3)C(=O)OC(C)(C)C)C(C2=C1)=O tert-butyl 6-(4-methylpiperazin-1-yl)-1-oxo-1,3-dihydrospiro[indene-2,4'-piperidine]-1'-carboxylate